O=C1N(CC2=C(C=CC=C12)SCCCCCCNC1CC2(C1)CCC2)C2C(NC(CC2)=O)=O 3-(1-oxo-4-((6-(spiro[3.3]heptan-2-ylamino)hexyl)thio)isoindolin-2-yl)piperidine-2,6-dione